1-Decyl-1-propylpyrrolidinium methanesulfonate CS(=O)(=O)[O-].C(CCCCCCCCC)[N+]1(CCCC1)CCC